L-glycine ethyl ester hydrochloride Cl.C(C)OC(CN)=O